CC(C1=CC=C(C=C1)OC)O The molecule is a member of the class of benzyl alcohols that is alpha-methylbenzyl alcohol substituted by a methoxy group at position 4. It is a monomethoxybenzene and a member of benzyl alcohols.